N-(trans-1-acryloyl-4-(4-(trifluoromethyl)benzyloxy)pyrrolidin-3-yl)-3-cyanobenzenesulfonamide C(C=C)(=O)N1C[C@H]([C@@H](C1)OCC1=CC=C(C=C1)C(F)(F)F)NS(=O)(=O)C1=CC(=CC=C1)C#N